6-(cyclopropanecarboxamido)-4-((2-methoxy-3-(octahydro-5H-pyrrolo[3,4-c]pyridin-5-yl)phenyl)amino)-N-(methyl-d3)pyridazine-3-carboxamide hydrochloride Cl.C1(CC1)C(=O)NC1=CC(=C(N=N1)C(=O)NC([2H])([2H])[2H])NC1=C(C(=CC=C1)N1CC2C(CC1)CNC2)OC